Cl.C1(=C2N(C=N1)CCC2)C(C(=O)NC=2SC=CN2)N2C(C1=CC(=CC(=C1C2)F)C=2C=NN(C2)C2CCNCC2)=O 2-(6,7-Dihydro-5H-pyrrolo[1,2-c]imidazol-1-yl)-2-[4-fluoro-1-oxo-6-[1-(4-piperidinyl)pyrazol-4-yl]isoindolin-2-yl]-N-thiazol-2-yl-acetamide hydrochloride